5-((3-(2-(diethylamino)ethyl)-1H-indol-6-yl)oxy)-5-oxopentanoic acid C(C)N(CCC1=CNC2=CC(=CC=C12)OC(CCCC(=O)O)=O)CC